2'-Butylspiro[bicyclo[3.1.0]hexane-3,4'-imidazolium]-5'(1'H)-one C(CCC)C=1NC(C2([NH+]1)CC1CC1C2)=O